C1(CCC1)OC1CCN(CC1)CCC1=CC=C(CNC2=C3C(N(C(C3=CC=C2)=O)C2C(NC(CC2)=O)=O)=O)C=C1 4-(4-((4-cyclobutyloxypiperidin-1-yl)ethyl)benzylamino)-2-(2,6-dioxopiperidin-3-yl)isoindoline-1,3-dione